FC(C=1C=C(C=CC1)B(O)O)(F)F (3-(Trifluoromethyl)phenyl)-boronic acid